P(=O)(OC1=C(C(=C(C(=C1C1=CC=CC=C1)C1=CC=CC=C1)C1=CC=CC=C1)OP(=O)([O-])[O-])C1=CC=CC=C1)([O-])[O-] tetraphenyl-m-phenylene bis(phosphate)